BrC=1C=C2C(=NC1)N(N=C2)C2=CC=C(C=C2)F 5-bromo-1-(4-fluorophenyl)-1H-pyrazolo[3,4-B]pyridine